Praseodymium ruthenium oxide [Ru]=O.[Pr]